2-tert-butylglycine C(C)(C)(C)C(N)C(=O)O